2-cyclohexyl-4,6-bis(benzhydryl)aniline C1(CCCCC1)C1=C(N)C(=CC(=C1)C(C1=CC=CC=C1)C1=CC=CC=C1)C(C1=CC=CC=C1)C1=CC=CC=C1